ClC1=C(C(=O)N2COC3=C(C2)C=CC=C3C3=CC(=C(C(=O)O)C=C3)N3CCOCC3)C(=CC(=C1)N1CCC(CC1)N1CCOCC1)Cl 4-[3-[2,6-Dichloro-4-(4-morpholin-4-ylpiperidin-1-yl)benzoyl]-2,4-dihydro-1,3-benzoxazin-8-yl]-2-morpholin-4-ylbenzoic acid